3-cyclopropyl-5-(2,2,2-trifluoroethoxy)benzonitrile C1(CC1)C=1C=C(C#N)C=C(C1)OCC(F)(F)F